(4-Methylpiperazin-1-yl)-N-(3-phenylpropyl)-1H-benzo[d]imidazole-1-carboxamide CN1CCN(CC1)C1=NC2=C(N1C(=O)NCCCC1=CC=CC=C1)C=CC=C2